(S)-6-(4-fluorophenyl)-N-(1-(piperidin-4-yl)pyrrolidin-3-yl)-1H-indole-2-carboxamide hydrogen chloride salt Cl.FC1=CC=C(C=C1)C1=CC=C2C=C(NC2=C1)C(=O)N[C@@H]1CN(CC1)C1CCNCC1